(S)-4-(2-(tetrahydrofuran-3-yl)-6-(3-(m-tolyl)-1H-pyrazol-1-yl)pyrimidin-4-yl)morpholine O1C[C@@H](CC1)C1=NC(=CC(=N1)N1CCOCC1)N1N=C(C=C1)C=1C=C(C=CC1)C